BrC=1C=CC(=C(C1)C1OCCOC1)C 2-(5-bromo-2-methylphenyl)-1,4-dioxane